[Na+].C(CCCCCC)S(=O)(=O)[O-] 1-HeptaneSulfonic Acid, sodium salt